FC1=CC=C(C=C1)C1=CC(=C(C=N1)[C@@H]1CN(C[C@H]1O)C(C=C)=O)C1=NN(C=C1)C 1-((trans)-3-(6-(4-fluorophenyl)-4-(1-methyl-1H-pyrazol-3-yl)pyridin-3-yl)-4-hydroxypyrrolidin-1-yl)prop-2-en-1-one